4-cyclopropyl-1,4-diazepan C1(CC1)N1CCNCCC1